4-bromo-N-(5-chloropyridin-2-yl)benzamide BrC1=CC=C(C(=O)NC2=NC=C(C=C2)Cl)C=C1